C(C)OC(CCC1(C(N(C(=C1CC(=O)OCC)C1=CC=C(C=C1)I)CC1=CC=CC=C1)=O)C)=O 3-(1-benzyl-4-(2-ethoxy-2-oxoethyl)-5-(4-iodophenyl)-3-methyl-2-oxo-2,3-dihydro-1H-pyrrol-3-yl)propionic acid ethyl ester